n-hexyl isononyl phthalate C(C=1C(C(=O)OCCCCCCC(C)C)=CC=CC1)(=O)OCCCCCC